n-octadecyl-3,5-di-t-butyl-4-hydroxyphenyl benzoate C(C1=CC=CC=C1)(=O)OC1=C(C(=C(C(=C1)C(C)(C)C)O)C(C)(C)C)CCCCCCCCCCCCCCCCCC